fluoro-N-(4-fluoro-3-(3-methoxyazetidin-1-yl)benzyl)-4'-oxo-3',4'-dihydro-1'H-spiro[piperidine-4,2'-quinoline]-1-carboxamide FN1C2(CC(C3=CC=CC=C13)=O)CCN(CC2)C(=O)NCC2=CC(=C(C=C2)F)N2CC(C2)OC